O=C(CCC(=O)O)C 4-oxopentanoic acid